N-(4-(11-(3-Aminopyrrolidin-1-yl)-7,8,9,10-tetrahydro-6H-cyclohepta[b]quinolin-2-yl)pyridin-2-yl)cyclopropanecarboxamide hydrochloride Cl.NC1CN(CC1)C1=C2C(=NC3=CC=C(C=C13)C1=CC(=NC=C1)NC(=O)C1CC1)CCCCC2